1-((s)-1-(3-chloro-5-fluoro-2-((4-methoxyphenoxy)methyl)phenyl)ethyl)piperidin-2-one ClC=1C(=C(C=C(C1)F)[C@H](C)N1C(CCCC1)=O)COC1=CC=C(C=C1)OC